ClC=1C(=NN(C1C1=CC(=NC=C1)F)C1=NC=CC=C1)O[C@@H](C(=O)O)C (2R)-2-{[4-chloro-5-(2-fluoropyridin-4-yl)-1-(pyridin-2-yl)-1H-pyrazol-3-yl]oxy}propanoic acid